C1(CC1)C1=C(C(=NO1)NS(=O)(=O)C=1C(=CC=CC1)C1=C(C=CC=C1)COCC)C N-(5-cyclopropyl-4-methylisoxazol-3-yl)-2'-(ethoxymethyl)-[1,1'-biphenyl]-2-sulfonamide